5-chloro-2,2'-bipyridine ClC=1C=CC(=NC1)C1=NC=CC=C1